4-(1-((3,3-difluorocyclopentyl)methyl)-3-(1,1-difluoroethyl)-4-(trifluoromethyl)-1H-pyrazole-5-carboxamido)picolinamide FC1(CC(CC1)CN1N=C(C(=C1C(=O)NC1=CC(=NC=C1)C(=O)N)C(F)(F)F)C(C)(F)F)F